C(C)(=O)OC1=C(C=C2CC(N3C(C2=C1)=CC(C(=C3)C(=O)O)=O)C(C)C)OCCCOC 10-acetoxy-6-isopropyl-9-(3-methoxypropoxy)-2-oxo-6,7-dihydro-2H-pyrido[2,1-a]isoquinoline-3-carboxylic acid